4-[(2R,4R)-4-fluoro-2-(hydroxymethyl)pyrrolidin-1-yl]piperidine-1-carboxylic acid tert-butyl ester C(C)(C)(C)OC(=O)N1CCC(CC1)N1[C@H](C[C@H](C1)F)CO